4-(3-(4-(2-(4-((1-(2,6-difluoro-4-(pyridin-4-yl)benzoyl)piperidin-4-yl)oxy)piperidin-1-yl)acetyl)piperazine-1-carbonyl)-4-fluorobenzyl)phthalazin-1(2H)-one FC1=C(C(=O)N2CCC(CC2)OC2CCN(CC2)CC(=O)N2CCN(CC2)C(=O)C=2C=C(CC3=NNC(C4=CC=CC=C34)=O)C=CC2F)C(=CC(=C1)C1=CC=NC=C1)F